ClC=1C(=NC=CC1C1=NC(=C(C=C1)CNCC1CCC(N1)=O)OC)C1=C(C(=CC=C1)NC1=NC=CC(=C1OC)CNCC(C)O)Cl 5-((((3'-chloro-2'-(2-chloro-3-((4-(((2-hydroxypropyl)amino)methyl)-3-methoxypyridin-2-yl)amino)phenyl)-6-methoxy-[2,4'-bipyridin]-5-yl)methyl)amino)methyl)pyrrolidin-2-one